C(CCC)C1=C(C(=O)O)C(=CC(=C1)OC(C)=O)CCCC 2,6-dibutyl-4-acetoxybenzoic acid